2-(9-(Trifluoromethoxy)-5-oxopyrido[2',3':4,5]pyrimido[1,2-a]indol-11(5H)-yliden)hydrazin-1-carboximidamid FC(OC1=CC=2C(C=3N(C2C=C1)C(C1=C(N3)N=CC=C1)=O)=NNC(N)=N)(F)F